tert-butyl 6-(2,6-dichloropyridin-4-yl)-4-oxa-7-azaspiro[2.5]oct-5-ene-7-carboxylate ClC1=NC(=CC(=C1)C1=COC2(CC2)CN1C(=O)OC(C)(C)C)Cl